1-[5-fluoro-2-(2-hydroxyethyl)phenyl]-3-(2,6-dichloropyridin-4-yl)urea FC=1C=CC(=C(C1)NC(=O)NC1=CC(=NC(=C1)Cl)Cl)CCO